O.C1(=CC=CC=C1)C(=O)C=O PHENYLGLYOXAL MONOHYDRATE